methyl (R)-4-(1-(4-bromo-1-(4-(trifluoromethyl)benzyl)-1H-indole-7-carboxamido)ethyl)benzoate BrC1=C2C=CN(C2=C(C=C1)C(=O)N[C@H](C)C1=CC=C(C(=O)OC)C=C1)CC1=CC=C(C=C1)C(F)(F)F